4-NitroPhenyl-Piperazine [N+](=O)([O-])C1=CC=C(C=C1)N1CCNCC1